tert-butyl (5-fluoro-2-methyl-6-(N-(thiazol-4-yl)sulfamoyl)pyridin-3-yl)carbamate FC=1C=C(C(=NC1S(NC=1N=CSC1)(=O)=O)C)NC(OC(C)(C)C)=O